C(CC)C=1C=NC(NC1)=O 5-propylpyrimidin-2(1H)-one